{2-[(2,2-difluoroethyl)amino]-7-oxo-4-(propan-2-yl)-6H,7H-thieno[2,3-d]pyridazin-6-yl}-N-(pyrimidin-2-yl)acetamide 3-(3-hydroxyphenyl)propionate OC=1C=C(C=CC1)CCC(=O)O.FC(CNC1=CC2=C(C(N(N=C2C(C)C)CC(=O)NC2=NC=CC=N2)=O)S1)F